2-[3-bromo-5-(methoxymethyl)-1H-pyrazol-1-yl]3-chloropyridine BrC1=NN(C(=C1)COC)C1=NC=CC=C1Cl